bis(5-chloro-1H-indol-3-yl)methane-d2 ClC=1C=C2C(=CNC2=CC1)C([2H])([2H])C1=CNC2=CC=C(C=C12)Cl